C(C)(C)C1N2C(C3=CC(=C(C=C3C1)OCCCOC)OC)CC(C(=C2)C(=O)OCC)=O ethyl 6-isopropyl-10-methoxy-9-(3-methoxypropoxy)-2-oxo-2,6,7,11b-tetrahydro-1H-pyrido[2,1-a]isoquinoline-3-carboxylate